N-(2,3-dihydro-1H-inden-2-yl)-5-(3-methoxy-5-nitrophenyl)pyrimidin-2-amine C1C(CC2=CC=CC=C12)NC1=NC=C(C=N1)C1=CC(=CC(=C1)[N+](=O)[O-])OC